(12-bromododecyloxy)tetrahydro-2H-pyran BrCCCCCCCCCCCCOC1OCCCC1